(R)-1-((S)-1-(3-chloro-5-fluoro-2-((2-methyl-4-(1-methyl-1H-1,2,4-triazol-5-yl)quinolin-8-yloxy)methyl)phenyl)ethyl)-3-hydroxypiperidin-2-one ClC=1C(=C(C=C(C1)F)[C@H](C)N1C([C@@H](CCC1)O)=O)COC=1C=CC=C2C(=CC(=NC12)C)C1=NC=NN1C